2-chloro-N4-[[4-[1-ethyl-4-(trifluoromethyl)imidazol-2-yl]phenyl]methyl]-N5-methyl-pyrimidine-4,5-diamine ClC1=NC=C(C(=N1)NCC1=CC=C(C=C1)C=1N(C=C(N1)C(F)(F)F)CC)NC